methyl 2-((3,5-dichloro-4-(4-hydroxy-3-isopropylbenzyl)benzyl)thio)acetate ClC=1C=C(CSCC(=O)OC)C=C(C1CC1=CC(=C(C=C1)O)C(C)C)Cl